C(C)(C)C=1C(=NNC1C=1C=C(C=2N(C1)N=CN2)OC)C=2SC(=C(N2)C)C2CCC(CC2)N2CCC1(COC1)CC2 7-(4-(2-(4-isopropyl-5-(8-methoxy-[1,2,4]triazolo[1,5-a]pyridin-6-yl)-1H-pyrazol-3-yl)-4-methylthiazol-5-yl)cyclohexyl)-2-oxa-7-azaspiro[3.5]nonane